C(C)OC(=O)C1CCN(CC1)C1=NC=NC(=C1F)N1N=CC(=C1)C 1-[5-fluoro-6-(4-methylpyrazol-1-yl)pyrimidin-4-yl]piperidine-4-carboxylic acid ethyl ester